N-(4-PHENYLPHENYL)methanimine C1(=CC=CC=C1)C1=CC=C(C=C1)N=C